5-bromo-N-(1-methyl-1H-pyrazol-4-yl)-[1,2,4]triazolo[1,5-a]pyridin-2-amine BrC1=CC=CC=2N1N=C(N2)NC=2C=NN(C2)C